BrC=1C=C2C(=CNC(C2=CC1F)=O)F 6-bromo-4,7-difluoro-2H-isoquinolin-1-one